C(CCCCCCCCC)N1C(N(C(C1=O)=CC1=C(C=C(C=C1)O)O)C)=[Se] 3-decyl-5-(2,4-dihydroxybenzylidene)-1-methyl-2-selenoxoimidazolidin-4-one